5-[2-(5-chloro-2-methoxy-anilino)thiazol-4-yl]-4-methyl-thiazol-2-amine ClC=1C=CC(=C(NC=2SC=C(N2)C2=C(N=C(S2)N)C)C1)OC